C(C1=CC=CC=C1)OC(=O)NC(C(=O)O)C1CCC(CC1)F 2-(((Benzyloxy)carbonyl)amino)-2-(4-fluorocyclohexyl)acetic acid